4,4'-(1,1-Biphenyl-4,4'-diyldioxy)dianiline C1(=CC=C(C=C1)OC1=CC=C(N)C=C1)C1=CC=C(C=C1)OC1=CC=C(N)C=C1